5-cyano-2-ethoxy-6-[4-(trifluoromethyl)phenyl]pyridine-3-carboxylic acid ethyl ester C(C)OC(=O)C=1C(=NC(=C(C1)C#N)C1=CC=C(C=C1)C(F)(F)F)OCC